(N,N-dimethylaminoethyl methacrylate) hydrochloride Cl.CN(C)CCC=C(C(=O)O)C